O=C1N(C(C2=CC=CC=C12)=O)CC1=C(C=CC=C1)C=1C=C(NC1)C(=O)N 4-(((1,3-dioxoisoindol-2-yl)methyl)phenyl)-1H-pyrrole-2-carboxamide